(2R)-2-[[(1R)-1-Phenylethyl]amino]-3-[1-(trifluoromethyl)cyclopropyl]propenamide C1(=CC=CC=C1)[C@@H](C)NC(C(=O)N)=CC1(CC1)C(F)(F)F